1-(1,2-Benzooxazol-3-yl)-1,1-difluoromethane-sulphonamide O1N=C(C2=C1C=CC=C2)C(S(=O)(=O)N)(F)F